O.[Cl-].C(C1=CC=CC=C1)[NH+](C)C benzyldimethylammonium chloride hydrate